1-tert-butyl piperazin-1-carboxylate N1(CCNCC1)C(=O)OC(C)(C)C